BrC=1C2=C(C=NC1OC)C=C(N2)C=2C=NC=CC2C 7-bromo-6-methoxy-2-(4-methylpyridin-3-yl)-1H-pyrrolo[3,2-c]pyridine